2-(Bicyclo[1.1.1]pentan-1-yl)-N-(2-(ethylsulfanyl)-4-(6-fluoro-3,4-dihydroisoquinolin-2(1H)-yl)-6-methylphenyl)acetamide 4-(4-fluorobenzyl)pyrrolidine-2-carboxylate FC1=CC=C(CC2CC(NC2)C(=O)O)C=C1.C12(CC(C1)C2)CC(=O)NC2=C(C=C(C=C2C)N2CC1=CC=C(C=C1CC2)F)SCC